ClC1=C(C=2N=C(N=C3C2C(=N1)OCCN3CC3=C(C=C(C=C3)OC)OC)SC)F chloro-10-(2,4-dimethoxybenzyl)-4-fluoro-2-(methylthio)-9,10-dihydro-8H-7-oxa-1,3,6,10-tetraazacyclohepta[de]naphthalene